COC(C1=CC=CC=C1)=O.[B] boron benzoic acid methyl ester